1-((4,4-Difluoro-1-methylcyclohexyl)methyl)-3-(1,1-difluoroethyl)-4-methyl-1H-pyrazole FC1(CCC(CC1)(C)CN1N=C(C(=C1)C)C(C)(F)F)F